CC=1C=C(C(=C2C=CN(C12)S(=O)(=O)C1=CC=C(C)C=C1)CO)S(=O)(=O)C (7-methyl-5-(methylsulfonyl)-1-tosyl-1H-indol-4-yl)methanol